C(#N)C1=CC=C(OC2CCC(CC2)OC=2C=CC(=NC2)C#N)C=C1 5-(((1s,4s)-4-(4-cyanophenoxy)cyclohexyl)oxy)picolinonitrile